BrC1=CC=CC(=N1)N1C(C2=CC=C(C=C2C1(C)C)C#N)=C=O 2-(6-bromopyridin-2-yl)-3,3-dimethyl-1-carbonylisoindoline-5-carbonitrile